1-(tetrahydro-2-furoyl)-lysergic acid diethylamide C(C)N(C(=O)[C@H]1CN(C)[C@@H]2CC3=CN(C4=CC=CC(C2=C1)=C34)C(=O)C3OCCC3)CC